(R or S)-N-(2-cyano-5-(difluoromethyl)phenyl)-3-(3-fluoro-4-methylphenyl)-3-(1,2,4-thiadiazol-5-yl)pyrrolidine-1-carboxamide C(#N)C1=C(C=C(C=C1)C(F)F)NC(=O)N1C[C@](CC1)(C1=NC=NS1)C1=CC(=C(C=C1)C)F |o1:16|